1-(4-methoxybenzyl)-3-(6-(7-methyl-1,2,3,4-tetrahydroquinoline-1-carbonyl)spiro[3.3]hept-2-yl)urea COC1=CC=C(CNC(=O)NC2CC3(C2)CC(C3)C(=O)N3CCCC2=CC=C(C=C32)C)C=C1